((1S,3S)-3-aminocyclobutyl)-3-methyl-8-(1-methyl-1H-indazol-5-yl)-7-(1-methyl-1H-pyrazol-4-yl)-3,6-dihydroimidazo[4,5-d]pyrrolo[2,3-b]pyridin-2(1H)-one NC1CC(C1)N1C(N(C=2C1=C1C(=NC2)NC(=C1C=1C=C2C=NN(C2=CC1)C)C=1C=NN(C1)C)C)=O